C(C)(C)NC=1C=CC=2NC3=CC=CC=C3SC2C1 N-isopropyl-10H-phenothiazin-3-amin